Azepan-1-yl-[3-pyrazolo[1,5-a]pyrazin-3-yl-1-(2,2,2-trifluoroethyl)-1H-pyrazolo[4,3-c]pyridin-6-yl]-methanone N1(CCCCCC1)C(=O)C1=CC2=C(C=N1)C(=NN2CC(F)(F)F)C=2C=NN1C2C=NC=C1